FC(N1N=CC2=CC(=C(C=C12)OC)C=1C=C(C=CC1F)C=1C2=C(N=NC1)N(C=N2)CC)F 4-(3-(1-(Difluoromethyl)-6-methoxy-1H-indazol-5-yl)-4-fluorophenyl)-7-ethyl-7H-imidazo[4,5-c]pyridazine